(E)-2-methoxy-N-(2-(2-methoxyethoxy)ethyl)-N-(7-((2-methoxyethyl)amino)-8-methyl-3H-phenoxazin-3-ylidene)ethan-1-aminium COCC\[N+](=C/1\C=CC2=NC3=CC(=C(C=C3OC2=C1)NCCOC)C)\CCOCCOC